1-(6-Chloro-4-cyclopropylsulfonyl-2-pyridyl)piperazine ClC1=CC(=CC(=N1)N1CCNCC1)S(=O)(=O)C1CC1